((2R,4S,5R)-4-((tert-butyldimethylsilyl)oxy)-5-(((tert-butyldimethylsilyl)oxy)methyl)-5-ethynyltetrahydrofuran-2-yl)-2-fluoro-9H-purin-6-amine [Si](C)(C)(C(C)(C)C)O[C@H]1C[C@@H](O[C@]1(C#C)CO[Si](C)(C)C(C)(C)C)N1C2=NC(=NC(=C2N=C1)N)F